aminoundecyl-silane NCCCCCCCCCCC[SiH3]